CN1N=NC(=C1C=1C=CC(=NC1)NC([C@H](C1CCC(CC1)C)NC(=O)C1=CC=NN1CC)=O)C N-((S)-2-((5-(1,4-dimethyl-1H-1,2,3-triazol-5-yl)pyridin-2-yl)amino)-1-((1r,4S)-4-methylcyclohexyl)-2-oxoethyl)-1-ethyl-1H-pyrazole-5-carboxamide